O1C(=CC(C2=CC=CC=C12)=O)C(=O)O chromonic acid